Nonane-6-carboxylic acid benzyl ester C(C1=CC=CC=C1)OC(=O)C(CCCCC)CCC